6-[4-Fluoro-2-(trifluoromethyl)phenyl]-2-(2-pyridyloxymethyl)imidazo[1,2-a]pyrimidine FC1=CC(=C(C=C1)C=1C=NC=2N(C1)C=C(N2)COC2=NC=CC=C2)C(F)(F)F